9-isopropyl-N8-(pyridin-3-yl)-9H-purine-2,8-diamine C(C)(C)N1C2=NC(=NC=C2N=C1NC=1C=NC=CC1)N